5-[4-(5-amino-2-pyridyl)-2,3-difluoro-phenyl]-N-[3-chloro-4-[4-(1,1-dimethylpiperidin-1-ium-4-carbonyl)piperazine-1-carbonyl]phenyl]-1-methyl-imidazole-2-carboxamide NC=1C=CC(=NC1)C1=C(C(=C(C=C1)C1=CN=C(N1C)C(=O)NC1=CC(=C(C=C1)C(=O)N1CCN(CC1)C(=O)C1CC[N+](CC1)(C)C)Cl)F)F